(z)-3-hexen-1-ol C(C\C=C/CC)O